N-(4-((2-(2-oxabicyclo[2.1.1]hexan-4-yl)-6-methylpyrimidin-4-yl)amino)-5-(5,5-difluoro-5,6-dihydro-4H-pyrrolo[1,2-b]pyrazol-2-yl)pyridin-2-yl)acetamide C12OCC(C1)(C2)C2=NC(=CC(=N2)NC2=CC(=NC=C2C=2C=C1N(N2)CC(C1)(F)F)NC(C)=O)C